O.N[C@@H](CCC(=O)O)C(=O)O mono-glutamate monohydrate